C(#N)CCN1C(=NC2=C1CN(C2)C(=O)N)C2=NNC1=CC(=CC=C21)C2=C(C=C(C(=C2)F)O)CC (2-cyanoethyl)-2-(6-(2-ethyl-5-fluoro-4-hydroxyphenyl)-1H-indazol-3-yl)-4,6-dihydropyrrolo[3,4-d]imidazole-5(1H)-carboxamide